N,4-dimethyl-2-thiophen-2-ylethynyl-benzenesulfonamide CNS(=O)(=O)C1=C(C=C(C=C1)C)C#CC=1SC=CC1